ethyl 2-[4-[4-[2-[1-(6,7-dihydro-5H-pyrrolo[1,2-c]imidazol-1-yl)-2-oxo-2-(2-thienylamino)ethyl]-7-fluoro-3-oxo-isoindolin-5-yl]phenoxy]-1-piperidyl]-2-oxo-acetate C1(=C2N(C=N1)CCC2)C(C(NC=2SC=CC2)=O)N2CC1=C(C=C(C=C1C2=O)C2=CC=C(OC1CCN(CC1)C(C(=O)OCC)=O)C=C2)F